4-fluoro-2-((2R,4S)-4-fluoro-1-(3-(1-(pyrrolidin-3-yl)-1H-1,2,3-triazol-4-yl)imidazo[1,2-b]pyridazin-6-yl)pyrrolidin-2-yl)phenol FC1=CC(=C(C=C1)O)[C@@H]1N(C[C@H](C1)F)C=1C=CC=2N(N1)C(=CN2)C=2N=NN(C2)C2CNCC2